ClC=1C=CC(=C2C=NN(CC12)C)I 8-chloro-5-iodo-2-methyl-phthalazin